2-(methylthio)-1-(4-(pyrrolidin-1-ylmethyl)benzyl)-1H-imidazo[4,5-c]quinolin-4-amine CSC=1N(C2=C(C(=NC=3C=CC=CC23)N)N1)CC1=CC=C(C=C1)CN1CCCC1